FC(C(=O)O)(OC(C(OC(C(OC(C(C(C(F)(F)F)(F)F)(F)F)(F)F)(F)F)(F)F)(F)F)(F)F)F Perfluoro-3,6,9-trioxatridecanoic acid